2-hydroxy-1-(4-(4-(2-hydroxy-2-methyl-propionyl)-benzyl)phenyl)-2-methyl-propan-1-one OC(C(=O)C1=CC=C(C=C1)CC1=CC=C(C=C1)C(C(C)(C)O)=O)(C)C